CC=1N=CSC1S(=O)(=O)N 4-methyl-1,3-thiazole-5-sulfonamide